N-(4-cyano-2-fluoro-5-methyl-phenyl)-5-phenyl-1H-pyrrole-3-sulfonamide C(#N)C1=CC(=C(C=C1C)NS(=O)(=O)C1=CNC(=C1)C1=CC=CC=C1)F